C1(CCCCC1)C#CC1=CC=C(C=C1)C=1CCN(CC1)CCC(C(=O)NO)(S(=O)(=O)C)C 4-(4-(4-(cyclohexylethynyl)phenyl)-3,6-dihydropyridin-1(2H)-yl)-N-hydroxy-2-methyl-2-(methylsulfonyl)butanamide